4-[(3S)-3-amino-3-methylpyrrolidin-1-yl]-N-methyl-5-(4-methyl-1H-1,3-benzodiazol-2-yl)-N-(2,2,2-trifluoroethyl)pyridine-3-carboxamide N[C@@]1(CN(CC1)C1=C(C=NC=C1C1=NC2=C(N1)C=CC=C2C)C(=O)N(CC(F)(F)F)C)C